1-((1-methyl-1H-imidazol-2-yl)methyl)-4-(3-(4-(trifluoromethyl)phenyl)-1H-pyrazolo[4,3-b]pyridin-1-yl)pyridin-2(1H)-one CN1C(=NC=C1)CN1C(C=C(C=C1)N1N=C(C2=NC=CC=C21)C2=CC=C(C=C2)C(F)(F)F)=O